COC1=C(CN2CC(C(C2=O)CC2=CC(=C(C(=C2)F)F)F)C(=O)N)C=CC(=C1)OC 1-(2,4-dimethoxybenzyl)-5-oxo-4-(3,4,5-trifluorobenzyl)pyrrolidine-3-carboxamide